SC(C(=O)OCC(CCCC)CC)O 2-ethylhexyl mercaptoglycolate